Methyl O-(tert-butyldimethylsilyl)-N-(2-(4-(((((tetrahydro-2H-pyran-4-yl)methoxy)carbonyl)amino)methyl)phenyl)thiazole-4-carbonyl)-L-serinate [Si](C)(C)(C(C)(C)C)OC[C@H](NC(=O)C=1N=C(SC1)C1=CC=C(C=C1)CNC(=O)OCC1CCOCC1)C(=O)OC